C(C)(=O)NC1=C(C2=C(CN(CC2)C(=O)OC(C)(C)C)S1)C=1SC2=C(C=NC=C2)N1 tert-Butyl 2-acetamido-3-(thiazolo[4,5-c]pyridin-2-yl)-4,7-dihydrothieno[2,3-c]pyridine-6(5H)-carboxylate